C(C)(C)(C)OC(=O)N1C[C@H](OCCC(C1)(C)O)CO.BrC1=NN(C2=C1C=NC(=C2)NC(C)=O)C2=NC(=NC(=C2)CC)C(C)(F)F N-(3-bromo-1-(2-(1,1-difluoroethyl)-6-ethylpyrimidin-4-yl)-1H-pyrazolo[4,3-c]pyridin-6-yl)acetamide tert-butyl-(2S)-6-hydroxy-2-(hydroxymethyl)-6-methyl-1,4-oxazocane-4-carboxylate